C(C)OC(C[C@H](CCl)O)=O (R)-4-chloro-3-hydroxybutanoic acid ethyl ester